[C@H]12CN(C[C@H](CC1)N2)C2=NC(=NC1=C(C(=C(C=C21)Cl)C2=C(C=CC=C2F)O)F)CO 2-(4-((1R,5S)-3,8-diazabicyclo[3.2.1]octan-3-yl)-6-chloro-8-fluoro-2-(hydroxymethyl)quinazolin-7-yl)-3-fluorophenol